N-[2-bromo-5-(trifluoromethyl)phenyl]-2-(2-methoxyphenyl)prop-2-enamide BrC1=C(C=C(C=C1)C(F)(F)F)NC(C(=C)C1=C(C=CC=C1)OC)=O